2-[[5-(2,5-Dimethyl-4-nitrophenyl)-2-furanyl]methylene]-1H-indene-1,3(2H)-dione CC1=C(C=C(C(=C1)[N+](=O)[O-])C)C1=CC=C(O1)C=C1C(C2=CC=CC=C2C1=O)=O